CC([C@@H]1[C@H]([C@H]([C@@H](O1)N1C=NC=2C(N)=NC=NC12)S)O)O 5'-Methylthioadenosine